BrC1=CC(=CC(=C1)OC)OCC 1-Bromo-3-ethoxy-5-methoxybenzene